C(CC(O)(C(=O)OC(C)C(CC)CC)CC(=O)OC(C)C(CC)CC)(=O)OC(C)C(CC)CC tri(3-ethyl-2-pentyl) citrate